(S)-(3-((1R,5S)-3-(7H-pyrrolo[2,3-d]pyrimidin-4-yl)-3,8-diazabicyclo[3.2.1]octan-8-yl)-2-(4-chlorophenyl)-3-oxopropyl)(isopropyl)carbamic acid tert-butyl ester C(C)(C)(C)OC(N(C(C)C)C[C@@H](C(=O)N1[C@H]2CN(C[C@@H]1CC2)C=2C1=C(N=CN2)NC=C1)C1=CC=C(C=C1)Cl)=O